C(C1=CC=CC=C1)N1CC2=CC=CC(=C2C1)CNCCO 2-(((2-benzylisoindolin-4-yl)methyl)amino)ethan-1-ol